BrC1=C(C=NN(C1=O)C)N[C@@H]1C[C@@H](CN(C1)C)C1=CC=C(C(=O)N2CC(C2)N2CCN(CC2)C2=CC(=C(C=C2)C2C(NC(CC2)=O)=O)C)C=C1 3-[4-[4-[1-[4-[(3R,5R)-5-[(5-bromo-1-methyl-6-oxo-pyridazin-4-yl)amino]-1-methyl-3-piperidyl]benzoyl]azetidin-3-yl]piperazin-1-yl]-2-methyl-phenyl]piperidine-2,6-dione